[C+4].P(=O)([O-])([O-])[O-].[Ag+] silver phosphate carbon